COC=1C=C2C(=NC(=NC2=CC1OC)C)NC(C)C1=CC=C(S1)C1=C(C=CC=C1)CCO 2-[2-(5-{1-[(6,7-dimethoxy-2-methylquinazolin-4-yl)amino]ethyl}thiophen-2-yl)phenyl]ethanol